N=S(=O)(C)CC1=CC=C(C=C1)C1=CC=NC2=CC(=CC=C12)OC imino(4-(7-methoxyquinolin-4-yl)benzyl)(methyl)-λ6-sulfanone